N1N=CC2=C(C=CC=C12)C=1N=C(C2=C(N1)C=C(S2)CN(C2=NC=C(C=N2)C(=O)OCC)CC(C)C)N2CCOCC2 Ethyl 2-(((2-(1H-indazol-4-yl)-4-morpholinothieno[3,2-d]pyrimidin-6-yl)methyl) (isobutyl)amino)pyrimidine-5-carboxylate